O=C(CCCC(=O)O)C=1C=CC=2C=3C=CC=C4C=CC=C(C5=CC=CC1C52)C43 5-oxo-5-(perylene-3-yl)pentanoic acid